NC1=C(C=CC(=N1)C(=O)OC)B1OC(C(O1)(C)C)(C)C methyl 6-amino-5-(4,4,5,5-tetramethyl-1,3,2-dioxaborolan-2-yl)pyridine-2-carboxylate